1-octadecyl-2-(9Z-heptadecenoyl)-glycero-3-phosphoserine CCCCCCCCCCCCCCCCCCOC[C@H](COP(=O)(O)OC[C@@H](C(=O)O)N)OC(=O)CCCCCCC/C=C\CCCCCCC